FC=1C(=CC(=NC1)C(=O)N)NC(C1=C(C(=CC=C1OC1=C(C=C(C=C1)OC(F)(F)F)OC)C(F)(F)F)OC)=O 5-Fluoro-4-(2-methoxy-6-(2-methoxy-4-(trifluoromethoxy)phenoxy)-3-(trifluoromethyl)benzamido)picolinamide